5-iodobenzo[d]thiazol-2-amine IC=1C=CC2=C(N=C(S2)N)C1